FC(C(=O)O)(F)F.CC1(CN(CCN1)C1=C2C(=NC=C1)N(CC2)C(=O)NC2=CC=1C(=NN(N1)C)C=C2OC)C 4-(3,3-dimethylpiperazin-1-yl)-N-(6-methoxy-2-methyl-2H-benzo[d][1,2,3]triazol-5-yl)-2,3-dihydro-1H-pyrrolo[2,3-b]pyridine-1-carboxamide 2,2,2-trifluoroacetate